O1CCC(CC1)NC1=CC2=C(C=N1)C=C(N2)C2=C(C=CC=C2)C N-(tetrahydro-2H-pyran-4-yl)-2-(o-tolyl)-1H-pyrrolo[3,2-c]Pyridin-6-amine